3,3-dimethyloxocyclopentane-2,5-dione CC1(C(C(C(C1)=O)=O)=O)C